(cyclopropanecarboxamide) 4-(2-ethoxyvinyl)pyridazine-3-carboxylate C(C)OC=CC1=C(N=NC=C1)C(=O)O.C1(CC1)C(=O)N